N[C@H](CC1=C(C=2N=NN=C(C2S1)NCC1=CC=NC=C1)Br)CC1(CC1)F (S)-6-(2-amino-3-(1-fluorocyclopropyl)propyl)-7-bromo-N-(pyridin-4-ylmethyl)thieno[3,2-d][1,2,3]triazin-4-amine